Cl.FC=1C=CC(=C(C(=O)N(C(C)C)C(C)C)C1)OC1=C(N=CN=N1)N1CC2(C1)CCN(CC2)CC2CCN(CC2)S(=O)(=O)N2CCNCC2 5-fluoro-N,N-diisopropyl-2-((5-(7-((1-(piperazin-1-ylsulfonyl)piperidine-4-yl)methyl)-2,7-diazaspiro[3.5]nonan-2-yl)-1,2,4-triazin-6-yl)oxy)benzamide hydrochloride